C(CCC)SC[C@@]12[C@H]([C@H]([C@@H]([C@H]2C1)N1C2=NC(=NC(=C2N=C1)NC(C1CCCC1)C1CCCC1)Cl)O)O (1S,2R,3S,4R,5S)-1-((Butylthio)methyl)-4-(2-chloro-6-((dicyclopentylmethyl)amino)-9H-purin-9-yl)bicyclo[3.1.0]hexane-2,3-diol